OC=1C=C(CNC(C2=C(C=CC(=C2)Cl)N2CCOCC2)=O)C=CC1OC N-(3-hydroxy-4-methoxybenzyl)-2-morpholinyl-5-chlorobenzamide